1,1,1,3,3,3-hexamethyldisilazan C[Si](N[Si](C)(C)C)(C)C